(R)-4-(4-(benzo[d]thiazol-7-yl)phenyl)-N-(2-ethynyl-thiazol-4-yl)-2-(hydroxy-methyl)piperazine-1-carboxamide S1C=NC2=C1C(=CC=C2)C2=CC=C(C=C2)N2C[C@@H](N(CC2)C(=O)NC=2N=C(SC2)C#C)CO